N1=C(C=CC2=CC=CC=C12)C(=O)[O-] Chinolinat